CC1=C(C=C(C=C1)C)N1CCN(CC1)S(=O)(=O)C1=CC=C(C=C1)NC(NCC=1C=NC=CC1)=O 3-{4-[4-(2,5-dimethylphenyl)piperazine-1-sulfonyl]phenyl}-1-(pyridin-3-ylmethyl)urea